N-(5-(4-(6-aminopyridazin-3-yl)but-3-yn-1-yl)-1,3,4-thiadiazol-2-yl)-2-(pyrazolo[1,5-a]pyridin-2-yl)acetamide NC1=CC=C(N=N1)C#CCCC1=NN=C(S1)NC(CC1=NN2C(C=CC=C2)=C1)=O